FC1=C(C=C(C=C1)C(CC(C(=O)OC)C(=O)OC)=O)C(F)(F)F Dimethyl {2-[4-fluoro-3-(trifluoromethyl)phenyl]-2-oxoethyl}propanedioate